2-[(4-{[2-(4-chlorophenyl)imidazo[1,2-a]pyridin-3-yl]methyl}piperazin-1-yl)carbonyl]benzonitrile ClC1=CC=C(C=C1)C=1N=C2N(C=CC=C2)C1CN1CCN(CC1)C(=O)C1=C(C#N)C=CC=C1